O[C@H]1C[C@@H](O[C@@H]1CO)N1C2=NC=NC(=C2N=C1)NC(OCC1=C(C=CC=C1)[N+](=O)[O-])=O 2-nitrobenzyl (9-((2R,4S,5R)-4-hydroxy-5-(hydroxymethyl)tetrahydrofuran-2-yl)-9H-purin-6-yl)carbamate